ClC1=CC(=C2C(C(=CN(C2=N1)C=1SC=C(N1)C(F)(F)F)C(=O)O)=O)C.COC=1C=C(C=CC1)/C=C/C(=O)NNC(\C=C\C1=CC(=CC=C1)OC)=O (E)-3-(3-methoxyphenyl)-N'-((E)-3-(3-methoxyphenyl)acryloyl)acrylohydrazide 7-chloro-1-[4-(trifluoromethyl)-1,3-thiazol-2-yl]-5-methyl-4-oxo-1,4-dihydro-1,8-naphthyridine-3-carboxylate